O.O.S(=O)(=O)([O-])[O-].[Cu+2] copper sulfate, dihydrate